(2,2,3,3-tetrafluoropropyl)-3-(tributylstannyl)-1H-pyrazole FC(CN1N=C(C=C1)[Sn](CCCC)(CCCC)CCCC)(C(F)F)F